Cl.Cl.C(C1=CC=CC=C1)C1N=C2SC=C(N2C1)CSC=1NC2=CC(=CC=C2CN1)F 6-benzyl-3-(((7-fluoro-1,4-dihydroquinazolin-2-yl)thio)methyl)-5,6-dihydroimidazo[2,1-b]Thiazole dihydrochloride